C[C@H]1N(CCOC1)C1=CC(NC(=C1)N1[C@H](CCCC1)C1=CC=CC=C1)=O 4-[(3R)-3-methylmorpholin-4-yl]-6-[(2R)-2-phenyl-1-piperidinyl]-1H-pyridin-2-one